ClC1=C(C=CC=C1C1=CC=C(C(=N1)OC)CNCC(C(=O)O)(C)C)C1=C(C(=CC=C1)NC=1C2=C(N=C(N1)C)C=CC=N2)C 3-(((6-(2-chloro-2'-methyl-3'-((2-methylpyrido[3,2-d]pyrimidin-4-yl)amino)-[1,1'-biphenyl]-3-yl)-2-methoxypyridin-3-yl)methyl)amino)-2,2-dimethylpropanoic acid